C(C)[C@]1(COCC=2CN3CC=4C(=NC=5C=C6C(=CC5C4CCCO)OCO6)C3=CC21)O (S)-7-ethyl-7-hydroxy-14-(3-hydroxypropyl)-10,13-dihydro-11H-[1,3]dioxolo[4,5-g]pyrano[3',4':6,7]indolizino[1,2-b]quinoline